CNNC(=O)N=N methyl-carbazone